CN1C(NC2=CC=CC=C2C1)=O 3-methyl-3,4-dihydro-quinazolin-2(1H)-one